3,3,6,6-tetrafluoro-1-azaspiro[4.4]nonane-2,4-dione FC1(C(NC2(C1=O)C(CCC2)(F)F)=O)F